(3-methoxy-d3-phenoxy)-aniline C(OC=1C=C(ONC2=CC=CC=C2)C=CC1)([2H])([2H])[2H]